S1(CCNCCC1)(=O)=O 1,4-thiazepane 1,1-dioxide